methyl (3-((2-fluorophenyl)amino)-5-(2-methoxyphenyl)pyrazin-2-yl)(4-(2,2,2-trifluoroethoxy)-2-(trifluoromethyl)phenyl)carbamate FC1=C(C=CC=C1)NC=1C(=NC=C(N1)C1=C(C=CC=C1)OC)N(C(OC)=O)C1=C(C=C(C=C1)OCC(F)(F)F)C(F)(F)F